(S)-2,2-difluoro-N-(3-(6-((R)-1-hydroxybut-3-en-1-yl)-4-methylpyridin-3-yl)-1-methyl-2-oxo-1,2-dihydro-1,6-naphthyridin-7-yl)cyclopropane-1-carboxamide FC1([C@@H](C1)C(=O)NC1=NC=C2C=C(C(N(C2=C1)C)=O)C=1C=NC(=CC1C)[C@@H](CC=C)O)F